methyl 2-[3,5-dichloro-4-[3-[2-[2,6-dichloro-4-(3-methoxy-3-oxo-propyl)phenoxy]ethoxy]propoxy]phenyl]-1,3-benzoxazole-6-carboxylate ClC=1C=C(C=C(C1OCCCOCCOC1=C(C=C(C=C1Cl)CCC(=O)OC)Cl)Cl)C=1OC2=C(N1)C=CC(=C2)C(=O)OC